N1(CCOCC1)C=1C(NCCC1)=O 3-morpholinyl-5,6-dihydropyridin-2(1H)-one